ClC1=CC=2N(C=CC2S1)C(=O)OC(C)(C)C Tert-butyl 2-chloro-4H-thieno[3,2-b]pyrrole-4-carboxylate